2-[(1-Acetylpiperidin-4-yl)methyl]-N-{[(2R)-1,4-dioxan-2-yl]methyl}-8-(trifluoromethyl)-4,5-dihydro-2H-furo[2,3-g]indazole-7-carboxamide C(C)(=O)N1CCC(CC1)CN1N=C2C3=C(CCC2=C1)OC(=C3C(F)(F)F)C(=O)NC[C@H]3OCCOC3